NC1=C(C=C(C=N1)NC(C(=O)N1[C@H](CC[C@@H](C1)C)C=1C=CC2=C(C(=NS2)C)C1)=O)C N-(6-amino-5-methyl-3-pyridyl)-2-[(2R,5S)-5-methyl-2-(3-methyl-1,2-benzothiazol-5-yl)-1-piperidyl]-2-oxo-acetamide